C1(=CC=CC=C1)C(C1=CC=CC=C1)=NC(C(=O)OCC)CC1CC1 ethyl 2-(diphenylmethyleneamino)-3-cyclopropyl-propionate